ClC1=C2C=NNC2=CC(=C1)S(=O)(=O)NC1(COC1)C 4-chloro-N-(3-methyloxetan-3-yl)-1H-indazole-6-sulfonamide